C(#N)C1=CC(=C(COC2=CC=CC(=N2)C2CCN(CC2)CC2=NC3=C(N2CC2(CC2)C#N)C=C(C=C3OC(F)F)C(=O)O)C=C1)F 2-((4-(6-((4-Cyano-2-fluorobenzyl)oxy)pyridin-2-yl)piperidin-1-yl)methyl)-1-((1-cyanocyclopropyl)methyl)-4-(difluoromethoxy)-1H-benzo[d]imidazole-6-carboxylic acid